NCCC1=CC=C(N(CCOC)CCOC)C=C1 4-(2-aminoethyl)-N,N-bis(2-methoxyethyl)aniline